ClC1=C(C=C(C=C1)NC1=NC=2N(C(=C1)NC1=NC=C(C=C1)CN(C)C)N=CC2C#N)C[S@](=O)C |r| (±)-5-((4-Chloro-3-((methylsulfinyl)methyl)phenyl)amino)-7-((5-((dimethylamino)methyl)pyridin-2-yl)amino)pyrazolo[1,5-a]pyrimidin-3-carbonitril